2-(Chloromethyl)-6-methylquinazolin-4(3H)-one ClCC1=NC2=CC=C(C=C2C(N1)=O)C